C(C)(C)C=1C=C(C=CC1)C(C)=O 1-(3-isopropylphenyl)ethanone